ClC1=CC(=C(C=CC(C)(S(=O)N)C)C=C1)OC (4-chloro-2-methoxybenzylidene)-2-methylpropane-2-sulfinamide